(3-amino-6-cyclopropyl-1H-pyrazolo[3,4-b]pyridin-1-yl)(2-methylpyridin-3-yl)methanone NC1=NN(C2=NC(=CC=C21)C2CC2)C(=O)C=2C(=NC=CC2)C